butyl 4-((11H-dipyrido[2,3-b:3',2'-f]azepin-11-yl)methyl)-3,5-difluorobenzoate N1=CC=CC2=C1N(C1=C(C=C2)C=CC=N1)CC1=C(C=C(C(=O)OCCCC)C=C1F)F